ClC1=NC(=CC(=C1)C(C)(C)O)C1=CC=C(C=C1)F 2-(2-chloro-6-(4-fluorophenyl)pyridin-4-yl)propan-2-ol